(methylcyclopentadienyl)tris(ethylmethylamino)titanium CC1(C=CC=C1)[Ti](N(CC)C)(N(CC)C)N(C)CC